3-{4-[methyl(2-phenylethyl)sulfamoyl]phenyl}-1-(pyridin-3-ylmethyl)urea CN(S(=O)(=O)C1=CC=C(C=C1)NC(NCC=1C=NC=CC1)=O)CCC1=CC=CC=C1